N-(4-hydroxy-3-(methylsulfonyl)phenyl)-2-(3-(trifluoromethyl)phenyl)thiazole-5-carboxamide OC1=C(C=C(C=C1)NC(=O)C1=CN=C(S1)C1=CC(=CC=C1)C(F)(F)F)S(=O)(=O)C